NC=1C(NC2=C3C=CC=NC3=C(C=C2C1C1=C2C=NNC2=C(C=C1)F)C1CNC1)=O 3-Amino-6-(azetidin-3-yl)-4-(7-fluoro-1H-indazol-4-yl)-1H-1,7-phenanthrolin-2-one